N-(3-bromo-2,5-difluorophenyl)propane-1-sulfonamide BrC=1C(=C(C=C(C1)F)NS(=O)(=O)CCC)F